NC(N)(CN)C(=O)O 2,3-Diaminoalanine